FC=1C(=C(C=CC1F)[C@H]1[C@@H](O[C@]([C@H]1C)(C(F)(F)F)C)C(=O)OCC)OS(=O)(=O)C(F)(F)F ethyl (2R,3S,4S,5R)-3-(3,4-difluoro-2-(((trifluoromethyl)sulfonyl)oxy)phenyl)-4,5-dimethyl-5-(trifluoromethyl)tetrahydrofuran-2-carboxylate